(2-mercaptoethyl)(4-mercaptobutyl)ether SCCOCCCCS